4-[(1S,3S)-2,2-dimethyl-3-(3-phenyl-1,2,4-oxadiazol-5-yl)cyclopropyl]benzenesulfonamide CC1([C@H]([C@@H]1C1=NC(=NO1)C1=CC=CC=C1)C1=CC=C(C=C1)S(=O)(=O)N)C